OC(C)C1=CC=C2C3(CN(CC2=C1)C(=O)OC(C)(C)C)CC3 tert-Butyl 7'-(1-hydroxyethyl)-1'H-spiro[cyclopropane-1,4'-isoquinoline]-2'(3'H)-carboxylate